CC1NC(C1)C 2,4-dimethylazetidine